3,3,3-trifluoro-2-hydroxy-2-trifluoromethylpropionate FC(C(C(=O)[O-])(C(F)(F)F)O)(F)F